FC=1C=C(C=C(C1)F)[C@@H]1CCC2=NN(C(N21)=O)[C@@H]2C[C@H](C2)OC2=CC(=CC=C2)OC (5S)-5-(3,5-difluorophenyl)-2-[trans-3-(3-methoxyphenoxy)cyclobutyl]-2,5,6,7-tetrahydro-3H-pyrrolo[2,1-c][1,2,4]triazol-3-one